1,1'-Biphenyl-4,4'-dicarboxylate C1(=CC=C(C=C1)C(=O)[O-])C1=CC=C(C=C1)C(=O)[O-]